(2-aminophenoxy)ethane NC1=C(OCC)C=CC=C1